2-amino-1-((3-((3R,5R)-5-(3-fluorophenyl)tetrahydro-furan-3-yl)-1,2,4-oxadiazol-5-yl)methyl)-7-methyl-1,7-dihydro-6H-purin-6-one NC=1N(C(C=2N(C=NC2N1)C)=O)CC1=NC(=NO1)[C@@H]1CO[C@H](C1)C1=CC(=CC=C1)F